Lithium (R)-12-hydroxystearate O[C@@H](CCCCCCCCCCC(=O)[O-])CCCCCC.[Li+]